4-[[5-(4-chloro-2-fluoro-anilino)-3-pyridyl]methyl]-3-fluoro-pyridin-2-amine ClC1=CC(=C(NC=2C=C(C=NC2)CC2=C(C(=NC=C2)N)F)C=C1)F